O1CC[C@@H](C2=CC=CC=C12)NC(C1=CC(=CC=C1)NC1(CCN(CC1)CC)C1=NN=C(N1)C1=CC=NC=C1)=O (S)-N-(chroman-4-yl)-3-((1-ethyl-4-(5-(pyridin-4-yl)-4H-1,2,4-triazol-3-yl)piperidin-4-yl)amino)benzamide